[N+](=O)([O-])[O-].O=C1NC=C(C(N1)=O)C[N+]1=CSC(=C1C)CCO 3-(2,4-dioxo-1,2,3,4-tetrahydro-5-pyrimidinyl)methyl-4-methyl-5-(2-hydroxyethyl)thiazolium nitrate